C(#N)C1=C(C=C)C=CC=C1 o-cyanostyrene